NC1=C(C=C2N(C(C=NC2=C1)=O)[C@@H](C)C1=C(C=CC(=C1)Cl)F)C#N 7-amino-4-[(1S)-1-(5-chloro-2-fluorophenyl)ethyl]-3-oxoquinoxaline-6-carbonitrile